methyl 6-(3,3-dimethylpiperazine-1-carbonyl)nicotinate hydrochloride Cl.CC1(CN(CCN1)C(=O)C1=NC=C(C(=O)OC)C=C1)C